(1S,9S)-1-Allyl-9-ethyl-5-fluoro-9-hydroxy-4-methyl-1,2,3,9,12,15-hexahydro-10H,13H-benzo[de]pyrano[3',4':6,7]indolizino[1,2-b]quinoline-10,13-dione C(C=C)[C@@H]1CCC=2C=3C1=C1C(=NC3C=C(C2C)F)C2=CC3=C(C(N2C1)=O)COC([C@]3(O)CC)=O